N1(CCC[C@H]2CCCC[C@H]12)C([C@@H](CNS(=O)(=O)C)N(CC1=C(C=C(C=C1)OC)OC)C1CC1)=O N-[(2R)-3-[(4aR,8aS)-decahydroquinolin-1-yl]-2-{cyclopropyl[(2,4-dimethoxyphenyl)methyl]amino}-3-oxopropyl]methanesulfonamide